(3R)-3-Amino-5-[(4-chlorophenyl)methyl]-8-fluoro-1,1-dioxo-7-[5-(4,4,4-trifluorobutyl)-1,3,4-oxadiazol-2-yl]-2,3-dihydro-1λ6,5-benzothiazepin-4-one N[C@H]1CS(C2=C(N(C1=O)CC1=CC=C(C=C1)Cl)C=C(C(=C2)F)C=2OC(=NN2)CCCC(F)(F)F)(=O)=O